Dimyristylglycerin C(CCCCCCCCCCCCC)C(C(C(O)CCCCCCCCCCCCCC)O)O